2-(((1S,3S)-3-((2-Oxo-2H-[1,3'-bipyridin]-6'-yl)amino)cyclopentyl)amino)benzo[d]oxazole-6-carbonitrile O=C1N(C=CC=C1)C=1C=NC(=CC1)N[C@@H]1C[C@H](CC1)NC=1OC2=C(N1)C=CC(=C2)C#N